N1CCC(CC1)N1CCN(CC1)C1=CC=C(C=C1)N1C(NC(CC1)=O)=O 1-(4-(4-(piperidin-4-yl)piperazin-1-yl)phenyl)dihydropyrimidine-2,4(1H,3H)-dione